1-mesityl-3-(2,4,6-trimethylbenzyl)-imidazol-2-ylidenegold(I) chloride C1(=C(C(=CC(=C1)C)C)N1C(N(C=C1)CC1=C(C=C(C=C1C)C)C)=[Au-2]Cl)C